6-fluoro-4-(3-(5-fluoro-2-methylphenyl)-7,8-dihydro-1,6-naphthyridin-6(5H)-yl)-2-methylquinazoline FC=1C=C2C(=NC(=NC2=CC1)C)N1CC=2C=C(C=NC2CC1)C1=C(C=CC(=C1)F)C